2-amino-6-borono-2-(3-(tetrahydro-2H-pyran-4-ylamino)propyl)hexanoic acid NC(C(=O)O)(CCCCB(O)O)CCCNC1CCOCC1